ClC=1N(CC[N+]1C)C 2-chloro-1,3-dimethyl-4,5-dihydro-1H-imidazol-3-ium